C(C)S(=O)(=O)NC1CCC2(CN(C2)CC2CNC2)CC1 3-((7-(Ethsulfonamido)-2-azaspiro[3.5]nonan-2-yl)methyl)azetidine